ClC=1C=C2C(=C(NC2=CC1)C(=O)NCCNS(=O)(=O)C1=CC2=CC=CC=C2C=C1)S(=O)(=O)C1=CC(=CC(=C1)C)C 5-chloro-3-((3,5-dimethylphenyl)sulfonyl)-N-(2-(naphthalene-2-sulfonamido)ethyl)-1H-indole-2-carboxamide